4-[(4-amino-3-methylphenyl)(4-methylphenyl)methyl]-2-methylaniline NC1=C(C=C(C=C1)C(C1=CC(=C(N)C=C1)C)C1=CC=C(C=C1)C)C